bis(4-amino-3,5-dicarboxyphenyl) sulfone NC1=C(C=C(C=C1C(=O)O)S(=O)(=O)C1=CC(=C(C(=C1)C(=O)O)N)C(=O)O)C(=O)O